(2R)-4,4-Difluoro-2-(4-fluorophenyl)-N-[4-(5-methyl-4-oxo-3-phenyl-4,5,6,7-tetrahydro-1H-pyrrolo[3,2-c]pyridin-2-yl)pyridin-2-yl]butanamid FC(C[C@@H](C(=O)NC1=NC=CC(=C1)C1=C(C=2C(N(CCC2N1)C)=O)C1=CC=CC=C1)C1=CC=C(C=C1)F)F